(S)-N-(1-((3-fluoro-5-chloropyridin-2-yl)oxy)but-2-yl)-5-chloro-6-difluoromethylpyrimidin-4-amine FC=1C(=NC=C(C1)Cl)OC[C@H](CC)NC1=NC=NC(=C1Cl)C(F)F